(2,4-dinitrophenyl)-L-α,β-diaminopropionic acid [N+](=O)([O-])C1=C(C=CC(=C1)[N+](=O)[O-])C(C(=O)O)(CN)N